di-tert-butyl 1-(2-methyl-1-tosyl-1H-indol-6-yl)hydrazine-1,2-dicarboxylate CC=1N(C2=CC(=CC=C2C1)N(NC(=O)OC(C)(C)C)C(=O)OC(C)(C)C)S(=O)(=O)C1=CC=C(C)C=C1